N1=NC=C2N1C=CNC2=O [1,2,3]Triazolo[1,5-a]pyrazin-4(5H)-one